FC1=CC(=C(C=C1)N1CN(C(C2=CC=C(C=C12)C(F)(F)F)=O)[C@@H]1[C@@H](NC(CC1)=O)C)C 1-(4-fluoro-2-methylphenyl)-3-((2S,3S)-2-methyl-6-oxopiperidin-3-yl)-7-(trifluoromethyl)-2,3-dihydroquinazolin-4(1H)-one